(S)- or (R)-2-bromo-N-(chroman-4-yl)benzo[d]thiazole-6-carboxamide BrC=1SC2=C(N1)C=CC(=C2)C(=O)N[C@H]2CCOC1=CC=CC=C21 |o1:13|